C(CCCCCC)(=O)OOC(C)(C)CCCC t-heptyl peroxy-n-heptanoate